NC1=CC2=C(NC(=N2)CN2C[C@H](C[C@@H]2C)O)C=C1 (3S,5S)-1-((5-amino-1H-benzo[d]imidazol-2-yl)methyl)-5-methylpyrrolidin-3-ol